[Na].C1OC2=C[Se]C=C2OC1 (3,4-ethylenedioxyselenophene) sodium